ON1CC(C2=CC=CC=C12)C(=O)N hydroxyindoline-3-carboxamide